C(C)(C)(C)OC(=O)N[C@H]1[C@H](CCCC1)C(=O)O (1S,2R)-2-[(tert-butoxycarbonyl)amino]cyclohexane-1-carboxylic acid